5,6-dimethyl-1H-indazole CC=1C=C2C=NNC2=CC1C